ClC=1C=NC(=C(C(=O)NC2CCC(CC2)CN2C(N(C3=C2C=CC=C3)C=3C(=NC(=CC3)C)C)=O)C1)C 5-chloro-N-((1r,4r)-4-((3-(2,6-dimethylpyridin-3-yl)-2-oxo-2,3-dihydro-1H-benzo[d]imidazol-1-yl)methyl)cyclohexyl)-2-methylnicotinamide